C(#N)C=1C(=CC(=NC1)NC(=O)N1CCCC2=CC(=C(N=C12)C=O)COC)OCCOC N-(5-cyano-4-(2-methoxyethoxy)pyridin-2-yl)-7-formyl-6-(methoxymethyl)-3,4-dihydro-1,8-naphthyridine-1(2H)-carboxamide